methyl-6-[2-[[5-(2,4-difluorophenyl)isoxazole-3-carbonyl]amino]-1-methyl-1-(1-methylpyrazol-4-yl)ethyl]pyridine-3-carboxylate COC(=O)C=1C=NC(=CC1)C(CNC(=O)C1=NOC(=C1)C1=C(C=C(C=C1)F)F)(C=1C=NN(C1)C)C